CON(C(=O)Cl)C N-methoxy-N-methyl-carbamoyl chloride